((3R,4R)-4-((4-(cyclopropyl(4-(trifluoromethyl)benzyl)amino)-7H-pyrrolo[2,3-d]pyrimidin-7-yl)methyl)-3,4-dihydroxypiperidin-1-yl)acetamide C1(CC1)N(C=1C2=C(N=CN1)N(C=C2)C[C@]2([C@@H](CN(CC2)CC(=O)N)O)O)CC2=CC=C(C=C2)C(F)(F)F